racemic-2-hydroxy-2-methyl-4-(2,4,5-trimethyl-3,6-dioxocyclohexa-1,4-dienyl)butanamide O[C@@](C(=O)N)(CCC1=C(C(C(=C(C1=O)C)C)=O)C)C |r|